benzyl (S)-4-(3-((tert-butoxycarbonyl)amino)-5-methyl-4-oxo-2,3,4,5-tetrahydrobenzo[b][1,4]oxazepine-7-carbonyl)piperazine-1-carboxylate C(C)(C)(C)OC(=O)N[C@@H]1C(N(C2=C(OC1)C=CC(=C2)C(=O)N2CCN(CC2)C(=O)OCC2=CC=CC=C2)C)=O